methyl-6-nonen-3-ol CCCC(CCC=CCC)O